S=C1NC(NC2=CC=CC=C12)=O Thioxodihydroquinazolin-one